ClC=1C=C(C=CC1Cl)C=1NC2=C(C=C(C=C2C1)NS(=O)(=O)C=C)C=1N=CN(C1)C N-(2-(3,4-dichlorophenyl)-7-(1-methyl-1H-imidazol-4-yl)-1H-indol-5-yl)ethenesulfonamide